2-Amino-4,6-dichloronicotinaldehyde NC1=C(C=O)C(=CC(=N1)Cl)Cl